perfluorotriethyl-amine FC(C(F)(F)F)(N(C(C(F)(F)F)(F)F)C(C(F)(F)F)(F)F)F